BrC1=C2C=CC(=CC2=C(C2=CC=CC=C12)C1=CC=CC2=CC=CC=C12)C1=CC=CC2=CC=CC=C12 10-bromo-2,9-di(naphthalen-1-yl)anthracene